FC(C(=O)NN)(C=1C=CC=2N(C1)C=CN2)F 2,2-Difluoro-2-(imidazo[1,2-a]pyridin-6-yl)acethydrazide